thieno[2,3-b]quinoxaline S1C=CC=2C1=NC1=CC=CC=C1N2